2-(3,4-difluorobenzyl)-N3-cycloheptylquinoxaline-2,3-diamine FC=1C=C(CC2(NC3=CC=CC=C3N=C2NC2CCCCCC2)N)C=CC1F